3-amino-5-bromopyridine-2-carboxylic acid NC=1C(=NC=C(C1)Br)C(=O)O